BrC1=CC(=NC=C1)C(=O)OC Methyl 4-bromo-2-pyridinecarboxylate